Carbamic acid (R)-2-(3-(2-ethynyl thiazol-4-yl) ureido)-2-(4-(2-(pyrrolidin-1-yl) pyridin-4-yl)-phenyl)-ethyl ester C(#C)C=1SC=C(N1)NC(N[C@@H](COC(N)=O)C1=CC=C(C=C1)C1=CC(=NC=C1)N1CCCC1)=O